BrCC1=C(C=CC(=C1)CBr)C1=CC=CC=C1 2,4-bis(bromomethyl)biphenyl